FC1=C(C(=O)NCCOC)C=CC(=C1)CC=1C=C2C(N(C=NC2=C(C1C)C)[C@@H]1[C@H](COCC1)O)=O 2-fluoro-4-((3-((3R,4S)-3-hydroxytetrahydro-2H-pyran-4-yl)-7,8-dimethyl-4-oxo-3,4-dihydroquinazolin-6-yl)methyl)-N-(2-methoxyethyl)benzamide